FC=1C(=NC(=NC1)NC1CCNCC1)C=1C=C(C=CC1)C=1C(NC=CC1)=O 3-[3-[5-fluoro-2-(4-piperidylamino)pyrimidin-4-yl]phenyl]-1H-pyridin-2-one